C(C1=CC=CC=C1)OC(=O)C=1C=C(C=CC1)N1[C@@H](CN(CC1)C(=O)OC(C)(C)C)CC(=O)OC tert-butyl (R)-4-(3-((benzyloxy)carbonyl)phenyl)-3-(2-methoxy-2-oxoethyl)piperazine-1-carboxylate